({2-Chloro-4-fluoro-5-[3-methyl-2,6-dioxo-4-(trifluoromethyl)-3,6-dihydropyrimidin-1(2H)-yl]phenyl}sulfanyl)(cyclopropyl)-Acetic acid ClC1=C(C=C(C(=C1)F)N1C(N(C(=CC1=O)C(F)(F)F)C)=O)SC(C(=O)O)C1CC1